tert-butyl 5-(2-{[2-(benzyloxy) ethyl] (methyl) amino} ethoxy)-3,4-dihydroisoquinoline-2(1H)-carboxylate C(C1=CC=CC=C1)OCCN(CCOC1=C2CCN(CC2=CC=C1)C(=O)OC(C)(C)C)C